NS(=O)(C=1C=NC(=CC1)N1N=C(C(=C1O)C1=CC=C(C=C1)C#N)C)=NC(OC(C)(C)C)=O tert-butyl (amino(6-(4-(4-cyanophenyl)-5-hydroxy-3-methyl-1H-pyrazol-1-yl)pyridin-3-yl)(oxo)-λ6-sulfaneylidene)carbamate